O1COC2=C1C=CC(=C2)C(=O)C2=CNC1=CC=CC=C1C2=O 3-(1,3-benzodioxol-5-ylcarbonyl)quinolin-4(1H)-one